BrC1=CC=2C3=C(C=NC2C=C1F)N(CC31CN(C1)C1CC1)C 8'-Bromo-1-cyclopropyl-7'-fluoro-3'-methylspiro[azetidine-3,1'-pyrrolo[2,3-c]quinolin]